tert-butyl (S)-2-(((S)-1-cyano-2-(4-(3-methyl-2-oxo-2,3-dihydrobenzo[d]oxazol-5-yl)phenyl)ethyl)carbamoyl)-6,6-difluoro-1,4-oxazepane-4-carboxylate C(#N)[C@H](CC1=CC=C(C=C1)C=1C=CC2=C(N(C(O2)=O)C)C1)NC(=O)[C@H]1OCC(CN(C1)C(=O)OC(C)(C)C)(F)F